2-(6-(2,6-dimethylmorpholino)-2-methylpyridin-3-yl)bicyclo[2.2.1]heptane-2,5-diamine CC1OC(CN(C1)C1=CC=C(C(=N1)C)C1(C2CC(C(C1)C2)N)N)C